C[C@@H]1NCCC1 (S)-(+)-2-methyl-pyrrolidine